1-[3-nitro-4-[(E)-[1-(2,2,3,3,3-pentafluoropropyl)pyrazolo[3,4-c]pyridin-5-yl]iminomethyl]phenyl]cyclopropanecarbonitrile [N+](=O)([O-])C=1C=C(C=CC1/C=N/C=1C=C2C(=CN1)N(N=C2)CC(C(F)(F)F)(F)F)C2(CC2)C#N